(R)-2-(5-((1-(6-fluorodibenzo[b,d]furan-2-yl)ethyl)amino)-2-(2-fluorophenyl)-6-oxopyrimidin-1(6H)-yl)acetic acid FC1=CC=CC=2C3=C(OC21)C=CC(=C3)[C@@H](C)NC3=CN=C(N(C3=O)CC(=O)O)C3=C(C=CC=C3)F